2-(benzothiazole-2-yl)-6-methoxyphenyl benzoate C(C1=CC=CC=C1)(=O)OC1=C(C=CC=C1OC)C=1SC2=C(N1)C=CC=C2